6-((1-(cyclopropylsulfonyl)cyclopropyl)methyl)-1-((1-hydroxycyclopropyl)methyl)-7-oxo-4,5,6,7-tetrahydro-1H-pyrazolo[3,4-c]Pyridine-3-carboxylic acid ethyl ester C(C)OC(=O)C1=NN(C=2C(N(CCC21)CC2(CC2)S(=O)(=O)C2CC2)=O)CC2(CC2)O